4-((3,5-dicyclohexylphenyl)(methyl)amino)-2-methylbenzamide C1(CCCCC1)C=1C=C(C=C(C1)C1CCCCC1)N(C1=CC(=C(C(=O)N)C=C1)C)C